C1(=C(C=CC=C1)C=1N2C(C=3C=CC=CC3C1)=C1C=CC=CC1=N2)C 6-(o-Tolyl)indazolo[3,2-a]isoquinoline